F[C@@H]1CN(C[C@H](C1)NC=1N=CC2=C(N1)N=CC(=C2)C2=CC(=C(C=C2)NS(=O)(=O)CC2=CC=CC=C2)F)C(=O)OC(C)(C)C (3S,5S)-tert-Butyl 3-fluoro-5-((6-(3-fluoro-4-(phenylmethylsulfonamido)phenyl)pyrido[2,3-d]pyrimidin-2-yl)amino)piperidine-1-carboxylate